C(CCCCCCC)C=1C(=C(C(=C(C1)NC1=CC=CC=C1)CCCCCCCC)CCCCCCCC)CCCCCCCC tetraoctyl-diphenylamine